5-amino-N-(1-ethynylcyclopropyl)-2,3-difluorobenzamide NC=1C=C(C(=C(C(=O)NC2(CC2)C#C)C1)F)F